(2-(4-bromophenyl)-3-oxo-3-(thieno[2,3-c]pyridin-2-ylamino)propyl)carbamic acid tert-butyl ester C(C)(C)(C)OC(NCC(C(NC1=CC=2C(=CN=CC2)S1)=O)C1=CC=C(C=C1)Br)=O